tertbutyl (S)-7-(3-bromo-5-(methoxycarbonyl)pyridin-4-yl)-1,7-diazaspiro[4.4]nonane-1-carboxylate BrC=1C=NC=C(C1N1C[C@]2(CCCN2C(=O)OC(C)(C)C)CC1)C(=O)OC